NC=1C=2N(C3=C(N1)C=NC(=C3)C(=O)N3[C@@H]1[C@H](CCC3)OC3=C1C=C(C(=C3)OC(F)(F)F)F)C(=NC2)C (4-amino-1-methylimidazo[1,5-a]pyrido[3,4-e]pyrazin-8-yl)((4aS,9bS)-8-fluoro-7-(trifluoromethoxy)-3,4,4a,9b-tetrahydrobenzofuro[3,2-b]pyridin-1(2H)-yl)methanone